2-pyridin-2-yl-4,5,6,7-tetrahydro-2H-indazol-3-ol hydrochloride Cl.N1=C(C=CC=C1)N1N=C2CCCCC2=C1O